tert-butyl (S)-[1-(3-bromopyridin-4-yl)pyrrolidin-3-yl]carbamate BrC=1C=NC=CC1N1C[C@H](CC1)NC(OC(C)(C)C)=O